FC=1C=2N(C=CC1)C(=CN2)C2=NC=C(C1=C2CNC1=O)NC1=NC=C(C=C1)N1CCC(CC1)OC 4-(8-fluoro-imidazo[1,2-a]pyridin-3-yl)-7-[[5-(4-methoxy-1-piperidyl)-2-pyridyl]amino]-2,3-dihydro-pyrrolo[3,4-c]pyridin-1-one